N(=[N+]=[N-])C1(NOC=CC1)N 3-azido-3-amino-oxazine